BrC(C)C1=C(C(=O)OC)C=CC(=N1)OC methyl 2-(1-bromoethyl)-6-methoxynicotinate